C(C)OCCC(CC1=CNC2=CC=CC=C12)NC(=O)C1=CC2=C(S1)C=C(C=C2)N2CCN(CC2)C N-(4-ethoxy-1-(1H-indol-3-yl)butane-2-yl)-6-(4-methylpiperazin-1-yl)benzo[b]-thiophene-2-carboxamide